ClC=1C=CC(=NC1)OC1=C(C=C(C=C1)NC(=O)C1(CCC(CC1)OC)C(=O)N)F ((4-((5-chloropyridin-2-yl)oxy)-3-fluorophenyl)carbamoyl)-4-methoxycyclohexane-1-carboxamide